N-(3-(5-((1-ethylpiperidin-4-yl)(methyl)amino)-3-(pyrimidin-5-yl)-1H-pyrrolo[3,2-b]pyridin-1-yl)-2,4-difluorophenyl)propane-1-sulfonylamine hydrochloride Cl.C(C)N1CCC(CC1)N(C1=CC=C2C(=N1)C(=CN2C=2C(=C(C=CC2F)NS(=O)(=O)CCC)F)C=2C=NC=NC2)C